3,3-difluoro-2-(5-fluoropyridin-2-yl)pentan-2-ol FC(C(C)(O)C1=NC=C(C=C1)F)(CC)F